ClC=1C(=CC(=NC1)NC(=O)C1CC(CCC1)NC(OC(C)(C)C)=O)I Tert-butyl (3-((5-chloro-4-iodopyridin-2-yl)carbamoyl)cyclohexyl)carbamate